S=C1NC(C2=C(N1CC1=C(C=NC=C1)[C@@H]1NCC[C@@H](C1)C(F)(F)F)C=CN2)=O |r| rac-2-Thioxo-1-((3-((2R,4S)-4-(trifluoromethyl)piperidin-2-yl)pyridin-4-yl)methyl)-1,2,3,5-tetrahydro-4H-pyrrolo[3,2-d]pyrimidin-4-one